3-amino-N-((6-(dimethylamino)pyridin-2-yl)methyl)-6-(1-methyl-6-oxo-1,6-dihydropyridin-3-yl)-5-(oxazol-2-yl)pyrazine-2-carboxamide tert.-Butylacetat C(C)(C)(C)OC(C)=O.NC=1C(=NC(=C(N1)C=1OC=CN1)C1=CN(C(C=C1)=O)C)C(=O)NCC1=NC(=CC=C1)N(C)C